FC(=CC(C(F)(F)F)(F)F)F trans-1,1,3,3,4,4,4-heptafluoro-1-butene